Butylene naphthalate C1CCOC(=O)C2=CC=CC3=C2C(=CC=C3)C(=O)OC1